tert-Butyl 2-(4-iodo-1H-imidazol-1-yl)ethylcarbamate IC=1N=CN(C1)CCNC(OC(C)(C)C)=O